ClC1=CC=C(C(=N1)S(=O)(=O)N)O[C@H](C)C=1C=C(C=C2C(C(=C(OC12)C1=CC=C(C=C1)S(=O)(=O)CC)C)=O)C 6-Chloro-3-[(1R)-1-[2-(4-ethylsulfonylphenyl)-3,6-dimethyl-4-oxo-chromen-8-yl]ethoxy]pyridine-2-sulfonamide